N-(2-(2,6-dioxopiperidin-3-yl)-3-oxoisoindolin-5-yl)-4-(trifluoromethyl)benzenesulfonamide O=C1NC(CCC1N1CC2=CC=C(C=C2C1=O)NS(=O)(=O)C1=CC=C(C=C1)C(F)(F)F)=O